CC(CC1=CC=C(C=C1)O)C1=CC=C(C=C1)O 4,4'-(1-methylethylene)diphenol